C(#N)C=1C=C(C=CC1)C=1C=C2C=CN(C2=C(C1)C(=O)NC1(CC1)C1=CC=C(C(=O)O)C=C1)CC1=CC(=CC=C1)C(F)(F)F 4-(1-(5-(3-cyanophenyl)-1-(3-(trifluoromethyl)benzyl)-1H-indole-7-carboxamido)cyclopropyl)benzoic acid